O1CCN(CC1)C1=CC(=NC=2N1N=C(C2)C2=NC(=NC=C2)N)N2N=C(C=C2)C2=CC=CC=C2 4-[7-morpholino-5-(3-phenylpyrazol-1-yl)pyrazolo[1,5-a]pyrimidin-2-yl]pyrimidin-2-amine